5-chloro-2-(triisopropylsilyl)furano[3,2-b]pyridine ClC1=CC=C2C(=N1)C=C(O2)[Si](C(C)C)(C(C)C)C(C)C